O1CCC=2C1=CC=CC2N 2,3-dihydrobenzofuran-4-amine